N1CC(C1)OC1=CC=C(OC=2C3=C(SC2C(=O)C2=CC(=CC=C2)F)C=C(C=C3)O)C=C1 (3-(4-(azetidine-3-oxy)phenoxy)-6-hydroxybenzo[b]thiophen-2-yl)(3-fluorophenyl)methanone